COC1=CC=C(C=C1)C1(C=CC2=C(O1)C=1C(=CC(=CC1C1=C2C(C2=CC=C(C=C21)C2=CC=C(C=C2)NC(C2=CC=C(C=C2)[C@@H]2CC[C@H](CC2)CCCCC)=O)(C)C)F)F)C2=CC=C(C=C2)OC 3,3-Bis(4-methoxyphenyl)-10-[4-(4-(trans-4-pentylcyclohexyl)benzamido)phenyl]-5,7-difluoro-13,13-dimethyl-3,13-dihydro-indeno[2',3':3,4]naphtho[1,2-b]pyran